tert-butyl ((1r,3r)-3-(4-(2-(4-((6-(5-methyl-1,3,4-oxadiazol-2-yl) Pyridin-2-yl)oxy)phenyl)propan-2-yl)phenoxy)cyclobutyl)carbamate CC1=NN=C(O1)C1=CC=CC(=N1)OC1=CC=C(C=C1)C(C)(C)C1=CC=C(OC2CC(C2)NC(OC(C)(C)C)=O)C=C1